N-methyl-3,8-diazabicyclo[3.2.1]octane-8-carboxamide CNC(=O)N1C2CNCC1CC2